NC(C(=O)NCCCC[C@H](NC)C(=O)O)CC(C)(C)C N6-(2-amino-4,4-dimethylpentanoyl)-N2-methyl-lysine